C=CC(C)(C)C1=CC(=CC(=C1O)C(C)(C)C)SC1=CC(=C(C(=C1)C(C)(C)C)O)C(C)(C)C methylene-4,4'-thiobis-(2,6-di-t-butylphenol)